C(C=C)C(CO)CO 2-allyl-1,3-propanediol